COC1=CC=C(C=C1)C1=NOC(=C1)NC1=NC(=NC=C1)N1CCC(CC1)C(F)(F)F 3-(4-methoxyphenyl)-N-(2-(4-(trifluoromethyl)piperidin-1-yl)pyrimidin-4-yl)isoxazol-5-amine